NC1=NC=C(C(=N1)N)OC=1C(=CC(=C(C1)C(C)O)OC)C(C)C 1-[5-(2,4-Diamino-pyrimidin-5-yloxy)-4-isopropyl-2-methoxy-phenyl]-ethanol